fluoro-6'-(pyrimidin-2-yl)-3',4'-dihydro-1'H-spiro[pyrrolidine-3,2'-[1,8]naphthyridine] dihydrochloride Cl.Cl.FN1C2(CCC3=CC(=CN=C13)C1=NC=CC=N1)CNCC2